ClCC1=NC(=NO1)C1=C(C=C(C(=C1)F)F)F 5-(chloromethyl)-3-(2,4,5-trifluorophenyl)-1,2,4-oxadiazole